Cl.NC(C(=O)OCC)(CC)C1=CC=CC=C1 ethyl 2-amino-2-phenylbutyrate hydrochloride